N-(4-methylpentan-2-yl)-10H-phenoxazine-3-amine CC(CC(C)NC=1C=CC=2NC3=CC=CC=C3OC2C1)C